CC1=CC=NC2=C(C=CC(=C12)CNC(C=C)=O)OC1=CC=C(C=C1)C(F)(F)F N-([4-methyl-8-{4-(trifluoromethyl)phenoxy}quinolin-5-yl]methyl)acrylamide